(2R,3R)-2-(2,5-difluorophenyl)-3-(methylsulfinyl)-1-(1H-1,2,4-triazol-1-yl)butan-2-ol FC1=C(C=C(C=C1)F)[C@@](CN1N=CN=C1)([C@@H](C)S(=O)C)O